(S)-4-(2-(6-methylpyridin-3-yl)pyrrolidin-1-yl)butanenitrile CC1=CC=C(C=N1)[C@H]1N(CCC1)CCCC#N